CC1=CC=C(C=C1)C(=O)C1C(N(CCC1C1=CC=C(C=C1)C)C)O Hydroxy-1-methyl-4-(4-methylphenyl)-3-piperidyl 4-methylphenyl ketone